4,5-Bis(4-bromophenyl)-2-methyloxazole BrC1=CC=C(C=C1)C=1N=C(OC1C1=CC=C(C=C1)Br)C